(S)-4-(2-Amino-2-carboxyethyl)-2-fluorobenzoic acid N[C@@H](CC1=CC(=C(C(=O)O)C=C1)F)C(=O)O